1-(tert-butyl) 3-ethyl 2-allyl-2-(4-bromophenyl)malonate C(C=C)C(C(=O)OC(C)(C)C)(C(=O)OCC)C1=CC=C(C=C1)Br